CC1CN(C(O1)(C)C)C(=O)C(Cl)Cl The molecule is a member of the class of oxazolidines that is 1,3-oxazolidine which is substituted by two methyl groups, dichloroacetyl group and a methyl group at positions 2, 3 and 5, respectively. It is a herbicide safener. It has a role as a herbicide safener. It is a member of oxazolidines, a tertiary carboxamide and an organochlorine compound.